C(C(=C)C)(=O)OC[Si](OC)(OC)OC (methacryloxy-methyl)trimethoxysilane